BrC=1C=CC(=C2C=CN(C12)S(=O)(=O)CC1=CC=CC=C1)CC#N 2-(7-bromo-1-toluenesulfonyl-1H-indol-4-yl)acetonitrile